OC(C)(C)C1=CC=C(C=N1)NC(O[C@@H](COC1=C(C=C2C(=N1)SC(=N2)C2=C1N=CC(=NC1=CC(=C2)C)OC)F)C)=O (R)-1-((6-fluoro-2-(2-methoxy-7-methylquinoxalin-5-yl)thiazolo[5,4-b]pyridin-5-yl)oxy)propan-2-yl (6-(2-hydroxypropan-2-yl)pyridin-3-yl)carbamate